C(C1=CC=CC=C1)N1C(C2(C3=CC=CC=C13)C(=CC=1C(OC3=C(C12)C=C(C=C3)Cl)C3=CC(=CC=C3)OC)C#N)=O 1'-benzyl-8-chloro-4-(3-methoxyphenyl)-2'-oxo-4H-spiro[cyclopenta[c]benzopyran-1,3'-indoline]-2-carbonitrile